ClC1=C2C(=C(N=N1)Cl)N(CCC2)CCO 2-(5,8-dichloro-3,4-dihydropyrido[2,3-d]pyridazin-1(2H)-yl)ethanol